Bis(2,6-dichlorobenzoyl)-2-naphthylphosphine oxide ClC1=C(C(=O)P(C2=CC3=CC=CC=C3C=C2)(C(C2=C(C=CC=C2Cl)Cl)=O)=O)C(=CC=C1)Cl